1-(3-methoxyphenyl)-2,5-dimethyl-1H-pyrrole-3-carboxylic acid ethyl ester C(C)OC(=O)C1=C(N(C(=C1)C)C1=CC(=CC=C1)OC)C